BrC=1C(=C2N(CCNC2=O)C1CC#N)I 2-(7-bromo-8-iodo-1-oxo-1,2,3,4-tetrahydropyrrolo[1,2-a]pyrazin-6-yl)acetonitrile